O=C1NC(CCC1C=1C=CC(=NC1)N1CC2(CN(C2)C(=O)OC(C)(C)C)C1)=O tert-butyl 6-(5-(2,6-dioxopiperidin-3-yl)pyridin-2-yl)-2,6-diazaspiro[3.3]heptane-2-carboxylate